C(#N)C1=NN(C(=C1)C)C1=C(C=CC(=N1)N1C=NC2=C1C=C(C(=C2)NC=2N=NC=C(C2C(=O)N(C)C)C)OC)C(F)F 3-[[1-[6-(3-cyano-5-methyl-pyrazol-1-yl)-5-(difluoromethyl)-2-pyridyl]-6-methoxy-benzimidazol-5-yl]amino]-N,N,5-trimethyl-pyridazine-4-carboxamide